5-cyclopropyl-2H-1,2,4-triazol-3-amine C1(CC1)C=1N=C(NN1)N